CN1N=C(C=2N=C(NC(C21)=O)C=2C=C(C=CC2OCC)S(=O)(=O)N2CC(NC(C2)C)C)CCC 1-[3-(6,7-dihydro-1-methyl-7-oxo-3-n-propyl-1H-pyrazolo[4,3-d]pyrimidine-5-yl)-4-ethoxybenzenesulfonyl]-3,5-dimethylpiperazine